(Z)-2-(4-(prop-1-en-1-yl)phenyl)pyridine C(=C/C)/C1=CC=C(C=C1)C1=NC=CC=C1